aspartyl-tyrosine N[C@@H](CC(=O)O)C(=O)N[C@@H](CC1=CC=C(C=C1)O)C(=O)O